N-((1-(2-amino-5-chloro-4-cyanophenyl)piperidin-2-yl)methyl)-2,2,2-trifluoro-N-(2-((2-(trimethylsilyl)ethoxy)methoxy)ethyl)acetamide NC1=C(C=C(C(=C1)C#N)Cl)N1C(CCCC1)CN(C(C(F)(F)F)=O)CCOCOCC[Si](C)(C)C